7-Amino-4-cyclopropyl-6-(7-fluoro-1H-indazol-4-yl)-9H-[1,3]thiazolo[5,4-h]quinolin-8-one NC=1C(NC=2C3=C(C(=CC2C1C1=C2C=NNC2=C(C=C1)F)C1CC1)SC=N3)=O